NC1=NC=CC(=C1Cl)SC=1C=CC=2C(=NC=C(N2)N2CCC3(CC2)[C@H](C2=CC=CC(=C2C3)Cl)N)N1 (R)-1'-(6-((2-amino-3-chloropyridin-4-yl)thio)pyrido[2,3-b]pyrazin-2-yl)-4-chloro-1,3-dihydrospiro[inden-2,4'-piperidin]-1-amine